N-((2-(6-((trans)-3-hydroxycyclobutoxy)pyridin-2-yl)-1,6-naphthyridin-7-yl)methyl)-4-methyl-3-(methylsulfonyl)benzamide O[C@@H]1C[C@H](C1)OC1=CC=CC(=N1)C1=NC2=CC(=NC=C2C=C1)CNC(C1=CC(=C(C=C1)C)S(=O)(=O)C)=O